(7-bromo-3-chloro-2-methyl-5-nitroindazol-6-yl)(2-chloro-5-fluorophenyl)methanone disulfate S(=O)(=O)(O)OS(=O)(=O)O.BrC1=C(C(=CC2=C(N(N=C12)C)Cl)[N+](=O)[O-])C(=O)C1=C(C=CC(=C1)F)Cl